3-{[(4-cyanophenyl)carbamoyl]amino}-3-(3-hydroxyphenyl)propionic acid C(#N)C1=CC=C(C=C1)NC(=O)NC(CC(=O)O)C1=CC(=CC=C1)O